O(CC1=C(C=CC=C1)Cl)CC1=C(C=CC=C1)Cl 2'-(oxybis(methylene))bis(chlorobenzene)